3-(5-methyl-1H-indol-3-yl)acrylic acid CC=1C=C2C(=CNC2=CC1)C=CC(=O)O